FC=1C=C2C(=NC1)N(C=C2C2=NC(=CC(=N2)N[C@@H]2[C@H](C1CCC2CC1)C(=O)OCC)C=1OC(=CC1)[N+](=O)[O-])S(=O)(=O)C1=CC=C(C)C=C1 (2S,3S)-ethyl 3-((2-(5-fluoro-1-tosyl-1H-pyrrolo[2,3-b]pyridin-3-yl)-6-(5-nitrofuran-2-yl)pyrimidin-4-yl)amino)bicyclo[2.2.2]octane-2-carboxylate